FC1=C(C=C(C(=C1N)F)F)N 2,4,5-trifluoro-1,3-phenylenediamine